7-(8-chloronaphthalen-1-yl)-2-((2-fluorotetrahydro-1H-pyrrolizin-7a(5H)-yl)methoxy)-5,6,7,8-tetrahydropyrido[3,4-d]pyrimidin-4-yl trifluoromethanesulfonate FC(S(=O)(=O)OC=1C2=C(N=C(N1)OCC13CCCN3CC(C1)F)CN(CC2)C2=CC=CC1=CC=CC(=C21)Cl)(F)F